C(C)(C)(C)C1(C)CC(=CC(=C1)C(C)(C)C)C(C)(C)C 1,3,5-tri-t-butyltoluene